C(C1=CC=CC=C1)OC(=O)N1CCC2=C(C=C(C=C12)F)F 4,6-difluoro-indoline-1-carboxylic acid benzyl ester